di-ethyleneglycol dimethacrylate C(C(=C)C)(=O)OCCOCCOC(C(=C)C)=O